1-(6-(3-hydroxyprop-1-yn-1-yl)-1-methyl-1H-indazol-3-yl)dihydropyrimidine-2,4(1H,3H)-dione OCC#CC1=CC=C2C(=NN(C2=C1)C)N1C(NC(CC1)=O)=O